C(=C)C=1C=NC2=C(N=CC=C2C1)N 3-vinyl-1,7-naphthyridin-8-amine